tert-butyl (R)-(cyclopropylmethyl)(1-(6-(3-(4-(5-(cyclopropylmethyl)pyridin-3-yl)-1H-1,2,3-triazol-1-yl)oxetan-3-yl)pyridin-3-yl)piperidin-3-yl)carbamate C1(CC1)CN(C(OC(C)(C)C)=O)[C@H]1CN(CCC1)C=1C=NC(=CC1)C1(COC1)N1N=NC(=C1)C=1C=NC=C(C1)CC1CC1